4-((5-(((6-Amino-3-fluoropyridin-2-yl)methoxy)methyl)-2-methoxy-3-(1-methyl-1H-1,2,4-triazol-3-yl)phenyl)amino)-6-chloro-N-(methyl-d3)pyridazine-3-carboxamide NC1=CC=C(C(=N1)COCC=1C=C(C(=C(C1)NC1=C(N=NC(=C1)Cl)C(=O)NC([2H])([2H])[2H])OC)C1=NN(C=N1)C)F